7-{3-[1-(2,2-Dimethylpropyl)-1H-pyrazol-4-yl]-6-methylpyridin-2-yl}[1,2,4]triazolo[4,3-a]pyridin CC(CN1N=CC(=C1)C=1C(=NC(=CC1)C)C1=CC=2N(C=C1)C=NN2)(C)C